(3S)-4-(4-chlorophenyl)-3-(methylamino)butanoic acid trifluoroacetic acid salt FC(C(=O)O)(F)F.ClC1=CC=C(C=C1)C[C@@H](CC(=O)O)NC